C(=O)OOCC1C2=CC=CC=C2C=2C=CC=CC12 9-fluorenylmethoxy formate